(1R,4R,5R,8R)-8-(6-chloro-5-{p-[(1-methyl-3-pyrrolidinyl)methoxy]phenyl}-1H-1,3,4-triazainden-2-yloxy)-2,6-dioxabicyclo[3.3.0]octan-4-ol ClC1=C(N=C2N=C(NC2=C1)O[C@@H]1CO[C@@H]2[C@@H](CO[C@H]12)O)C1=CC=C(C=C1)OCC1CN(CC1)C